6-[3-[(2S)-2-[(tert-butoxycarbonyl)amino]-4-carbamoylbutoxy]-5-chlorophenyl]hexanoic acid C(C)(C)(C)OC(=O)N[C@H](COC=1C=C(C=C(C1)Cl)CCCCCC(=O)O)CCC(N)=O